C(CCCCCC)C(CCCCCCCC)C1=CC=C(C=C1)S(=O)(=O)[O-].[Na+] sodium 4-(1'-heptylnonyl)benzenesulfonate